[N+](=O)([O-])C=1C=C(C=2CCNC(C2C1)=O)C(=O)O 7-nitro-1-oxo-1,2,3,4-tetrahydroisoquinoline-5-carboxylic acid